methyl 4-{[6-(5-chloro-2-fluorophenyl)-3-[3-(dimethylamino)propoxy] pyridazin-4-yl]amino}-1H-pyrrolo[2,3-b]pyridine-2-carboxylate ClC=1C=CC(=C(C1)C1=CC(=C(N=N1)OCCCN(C)C)NC1=C2C(=NC=C1)NC(=C2)C(=O)OC)F